N-(1-isopentylpiperidin-4-yl)-4-isopropyl-5-(8-methyl-[1,2,4]triazolo[1,5-a]pyridin-6-yl)-1H-pyrazole-3-carboxamide C(CC(C)C)N1CCC(CC1)NC(=O)C1=NNC(=C1C(C)C)C=1C=C(C=2N(C1)N=CN2)C